benzyl 4-{[1-(4-{(1S)-2-[2-(benzyloxy)-3,5-difluorophenyl]-3-oxo-2-azaspiro[3.4]octan-1-yl}-2-fluoro-5-methoxyphenyl)piperidin-4-yl]methyl}piperazine-1-carboxylate C(C1=CC=CC=C1)OC1=C(C=C(C=C1F)F)N1[C@H](C2(C1=O)CCCC2)C2=CC(=C(C=C2OC)N2CCC(CC2)CN2CCN(CC2)C(=O)OCC2=CC=CC=C2)F